P(=O)(O)(O)O[C@H]1[C@]([C@@H](O[C@@H]1CO)N1C=NC=2C(=O)NC(N)=NC12)(O)F 2'-fluoro-guanosine 3'-phosphate